3-((4-(azetidin-3-yl)phenyl)amino)piperidine-2,6-dione N1CC(C1)C1=CC=C(C=C1)NC1C(NC(CC1)=O)=O